FC1=NC=CC(=C1)C 2-fluoro-4-methylpyridine